8-Amino-3-((2S)-1-(2-(2-(2-(2-((2-(2,6-dioxopiperidin-3-yl)-1-oxoisoindoline-4-yl)amino)ethoxy)ethoxy)ethoxy)acetyl)pyrrolidin-2-yl)imidazo[1,5-a]pyrazine NC=1C=2N(C=CN1)C(=NC2)[C@H]2N(CCC2)C(COCCOCCOCCNC2=C1CN(C(C1=CC=C2)=O)C2C(NC(CC2)=O)=O)=O